C(C1=CC=CC=C1)OC1=CC=C(C=C1)C=1C=NC(=NC1)NCCOC 5-(4-(benzyloxy)phenyl)-N-(2-methoxyethyl)pyrimidin-2-amine